N1=CN=C(C=C1)SC=1N=NC=CC1C#N 3-(pyrimidin-4-ylsulfanyl)pyridazine-4-carbonitrile